ClC=1C(=NC(=NC1)N[C@H]1[C@H](COCC1)O)C=1C=C2C(=C(C=NC2=C(C1)F)CO)C(C)C (3R,4R)-4-((5-chloro-4-(8-fluoro-3-(hydroxymethyl)-4-isopropylquinolin-6-yl)pyrimidin-2-yl)amino)tetrahydro-2H-pyran-3-ol